2-methyl-N-(1-(2-methyl-7-(2H-1,2,3-triazol-2-yl)quinolin-5-yl)cyclopropyl)-5-(8-methyl-3,8-diazabicyclo[3.2.1]octan-3-yl)benzamide CC1=C(C(=O)NC2(CC2)C2=C3C=CC(=NC3=CC(=C2)N2N=CC=N2)C)C=C(C=C1)N1CC2CCC(C1)N2C